C(C)(=O)C1=CN(C2=CC=C(C=C12)C(=O)O)CC(=O)N(C(C)C)CC(=O)NCC1=C(C(=CC=C1)Cl)F 3-acetyl-1-(2-((2-((3-chloro-2-fluorophenylmethyl)amino)-2-oxoethyl)(isopropyl)amino)-2-oxoethyl)-1H-indole-5-carboxylic acid